1-((S)-4-(6,8-difluoro-2-(((S)-1-methylpyrrolidin-2-yl)methoxy)-7-(5,6,7,8-tetrahydronaphthalen-1-yl)quinazolin-4-yl)-3-methylpiperazin-1-yl)prop-2-en-1-one FC=1C=C2C(=NC(=NC2=C(C1C1=CC=CC=2CCCCC12)F)OC[C@H]1N(CCC1)C)N1[C@H](CN(CC1)C(C=C)=O)C